FC1=C(C2=C(N=C1)SC=C2)O 5-fluorothieno[2,3-b]pyridin-4-ol